BrC=1N=C2C=3C=NC=CC3OCN2C1C=1C(=NC=CC1)N(C(OC(C)(C)C)=O)C(=O)OC(C)(C)C tert-butyl N-[3-(4-bromo-8-oxa-3,6,12-triazatricyclo[7.4.0.02,6]trideca-1(9),2,4,10,12-pentaen-5-yl)-2-pyridyl]-N-tert-butoxycarbonyl-carbamate